C(C1=CC=CC=C1)NC(=O)C=1C=CC2=C(SC3=C2C=CC=C3)C1 (E)-N-benzyl-dibenz[b,d]thiophene-3-formamide